2,6-dimethyl-2,5-bis(tert-butylperoxy)hexane CC(C)(CCC(CC)OOC(C)(C)C)OOC(C)(C)C